4-acetonylguaiacol C(C(=O)C)C=1C=C(C(=CC1)OC)O